benzyl N-[3-(trifluoromethoxy)-1-bicyclo[1.1.1]pentanyl]carbamate FC(OC12CC(C1)(C2)NC(OCC2=CC=CC=C2)=O)(F)F